C(=CC)C=1N=NN(C1C(=O)OCC)CC1=CC=C(C=C1)C(F)(F)F ethyl 4-(prop-1-en-1-yl)-1-(4-(trifluoromethyl) benzyl)-1H-1,2,3-triazole-5-carboxylate